diethyl acetaminomalonate N(C(=O)C)C(C(=O)OCC)C(=O)OCC